tert-butyl (2R,5S)-4-(8-(cyanomethyl)-3,9-dimethyl-2-oxo-3,9-dihydro-2H-purin-6-yl)-2,5-dimethylpiperazine-1-carboxylate C(#N)CC=1N(C=2N(C(N=C(C2N1)N1C[C@H](N(C[C@@H]1C)C(=O)OC(C)(C)C)C)=O)C)C